ClC1=CC=C(C=C1)C=1N(C(C2=C(N1)C(=NC=C2)C=2C=NC=CC2)=O)C2CC(CCC2)O (4-chlorophenyl)-3-(3-hydroxycyclohexyl)-8-(pyridin-3-yl)pyrido[3,4-d]pyrimidin-4(3H)-one